[Na].C(C)(C)(C)[Si](O[C@H]1C[C@@H](OC1)CN(S(=O)(=O)NC(=O)NC1=C2CCCC2=CC=2CCCC12)C=1C=NN(C1)C)(C)C 1-[[(2R,4S)-4-[Tert-butyl-(dimethyl)silyl]oxytetrahydrofuran-2-yl]methyl-(1-methylpyrazol-4-yl)sulfamoyl]-3-(1,2,3,5,6,7-hexahydro-s-indacen-4-yl)urea, sodium salt